ethyl 4-(1-(4-((5-chloro-3-fluoropyridin-2-yl) oxy)-3-fluorophenyl)-1H-1,2,3-triazol-4-yl)-3-oxobutanoate ClC=1C=C(C(=NC1)OC1=C(C=C(C=C1)N1N=NC(=C1)CC(CC(=O)OCC)=O)F)F